6-Chloro-N-[1-(1-methylethyl)piperidin-4-yl]-2-{4-[4-(pyrazin-2-ylmethyl)piperazin-1-yl]phenyl}-3H-imidazo[4,5-b]pyridin-7-amine ClC=1C(=C2C(=NC1)NC(=N2)C2=CC=C(C=C2)N2CCN(CC2)CC2=NC=CN=C2)NC2CCN(CC2)C(C)C